4-chloro-3,8-dimethylcinnoline ClC1=C(N=NC2=C(C=CC=C12)C)C